3,5-di-tert-butyl-1,1'-biphenyl C(C)(C)(C)C=1C=C(C=C(C1)C(C)(C)C)C1=CC=CC=C1